C(C1=CC=CC=C1)OC(=O)N1C[C@H](C[C@@H](C1)NC1=NC=2N(C(C=NC2C=N1)=O)C(C)C)F.C(CCC)NC=1C(=O)NC(C1)=O butylaminomaleimide benzyl-(3S,5S)-3-fluoro-5-[(8-isopropyl-7-oxo-pteridin-2-yl)amino]piperidine-1-carboxylate